C(N)(=O)C1=CC=CC=2NC(=NC21)[C@@]2(N(CCC2)C(=O)OC(C)(C)C)C tert-Butyl (R)-2-(4-carbamoyl-1H-benzo[d]imidazol-2-yl)-2-methylpyrrolidine-1-carboxylate